[S-]C#N.[Na+] monosodium thiocyanate salt